C(#N)C1(CC(C1)C(=O)NC=1C=NC(=NC1)C=1N=NN(C1NC(O[C@H](C)C=1C(=NC=C(C1)F)F)=O)C)OC (R)-1-(2,5-difluoropyridin-3-yl)ethyl (4-(5-((1s,3S)-3-cyano-3-methoxycyclobutane-1-carboxamido)pyrimidin-2-yl)-1-methyl-1H-1,2,3-triazol-5-yl)carbamate